3-[2-(cyanomethoxy)phenyl]-3-[4-(7H-pyrrolo[2,3-d]pyrimidin-4-yl)-1H-pyrazol-1-yl]propanenitrile trifluoroacetate FC(C(=O)O)(F)F.C(#N)COC1=C(C=CC=C1)C(CC#N)N1N=CC(=C1)C=1C2=C(N=CN1)NC=C2